OC1=C(C(=C(C(=O)OCOC)C(=C1CC(F)(F)F)C)C)C methoxymethyl 4-hydroxy-2,3,6-trimethyl-5-(2,2,2-trifluoroethyl)benzoate